N-(5-((1-methyl-1H-benzo[d]imidazol-6-yl)ethynyl)-8-(methylamino)-2,7-naphthyridin-3-yl)cyclopropanecarboxamide CN1C=NC2=C1C=C(C=C2)C#CC2=C1C=C(N=CC1=C(N=C2)NC)NC(=O)C2CC2